ClC1=C(NCCC(=O)O)C=CC=C1 3-(2-chloroanilino)propionic acid